methylenedisulfonyl fluoride C(S(=O)(=O)F)S(=O)(=O)F